(4-(((5-ethyl-5-methyl-4,5-dihydroisoxazol-3-yl)thio)methyl)-2,3,5,6-tetrafluorophenyl)methanol C(C)C1(CC(=NO1)SCC1=C(C(=C(C(=C1F)F)CO)F)F)C